2-propionylguanidine C(CC)(=O)N=C(N)N